(2-fluoro-5-hydroxyphenyl)(6-[3-(5-fluoro-2-tolyl)-5-methyl-1-pyrazolyl]-2-aza-2-spiro[3.3]heptyl)methanone FC1=C(C=C(C=C1)O)C(=O)N1CC2(C1)CC(C2)N2N=C(C=C2C)C2=C(C=C(C=C2)F)C